1-(4-methylpiperazin-1-yl)ethanon CN1CCN(CC1)C(C)=O